C12C=CC(C=C1)C2 bicyclo-(2.2.1)-hept-2,5-diene